NC1=NN(C2=NC(=CC=C21)C2CC2)C(=O)C2=NC=CN=C2C (3-amino-6-cyclopropyl-1H-pyrazolo[3,4-b]pyridin-1-yl)(3-methylpyrazin-2-yl)methanone